NC1=NC2=CC(=CC=C2C=C1F)CN(C(=O)C=1N=C(SC1)C(F)(F)F)C=1C(=NC=CC1)S(=O)(=O)C N-[(2-amino-3-fluoroquinolin-7-yl)methyl]-N-(2-methanesulfonylpyridin-3-yl)-2-(trifluoromethyl)-1,3-thiazole-4-carboxamide